benzo[h]quinolin-4-amine N1=CC=C(C2=CC=C3C(=C12)C=CC=C3)N